((3aS,4R,6S,6aS)-6-(4-aminopyrrolo[2,1-f][1,2,4]triazin-7-yl)-4-cyano-2,2-dimethyltetrahydrofuro[3,4-d][1,3]dioxol-4-yl)methyl 4,4-dimethylpentanoate CC(CCC(=O)OC[C@]1(O[C@H]([C@@H]2OC(O[C@@H]21)(C)C)C2=CC=C1C(=NC=NN12)N)C#N)(C)C